C1(=CC=CC=C1)/C=C/C=C/C(=O)C1=CC2=C(N(C(N2C)=O)C)C=C1 5-((2E,4E)-5-phenylpentan-2,4-dienoyl)-1,3-dimethyl-1,3-dihydro-2H-benzo[d]imidazol-2-one